(S)-4-(1-(difluoromethyl)-5-fluoro-2,3-dihydro-1H-benzo[d]pyrrolo[1,2-a]imidazol-7-yl)-N-(5-(4-ethylpiperazin-1-yl)pyridin-2-yl)-5-fluoropyrimidin-2-amine FC([C@@H]1CCC=2N1C1=C(N2)C(=CC(=C1)C1=NC(=NC=C1F)NC1=NC=C(C=C1)N1CCN(CC1)CC)F)F